1,13-dimercapto-3,7,11-trithiatridecane SCCSCCCSCCCSCCS